[C@H]12CC(C[C@H](CC1)N2)OC2=CC(=C(CC=1N=C3C(=NC(=NN3C1)OCCCC)N)C=C2)F (4-(((1R,5S)-8-azabicyclo[3.2.1]oct-3-yl)oxy)-2-fluorobenzyl)-2-butoxyimidazo[2,1-f][1,2,4]triazin-4-amine